8-hydroxy-5-(3-methylbutyryl)-9-isobutyl-2,2,4,4-tetramethyl-4,9-dihydro-1H-xanthene-1,3(2H)-dione OC=1C=CC(=C2OC=3C(C(C(C(C3C(C12)CC(C)C)=O)(C)C)=O)(C)C)C(CC(C)C)=O